tert-Butyl 4-[2-[4-[3-[[5-(5-methylpyrido[4,3-b]indol-7-yl)-2-pyridyl]oxy]cyclobutoxy]-1-piperidyl]ethyl]piperazine-1-carboxylate CN1C2=C(C=3C=CC(=CC13)C=1C=CC(=NC1)OC1CC(C1)OC1CCN(CC1)CCN1CCN(CC1)C(=O)OC(C)(C)C)C=NC=C2